3-fluoro-3-methylazetidine FC1(CNC1)C